1-(4-(2-(3,4-dimethoxyphenyl)-3-ethyl-1H-indol-5-yl)piperidin-1-yl)ethan-1-one COC=1C=C(C=CC1OC)C=1NC2=CC=C(C=C2C1CC)C1CCN(CC1)C(C)=O